C(C)(=O)OC[C@@H]1O[C@@H]([C@H]([C@H]1CC(=O)[O-])CC(=O)[O-])C=1C(NC(N(C1)C(C(=O)N)O)=O)=O (2R,3R,4S,5S)-2-(acetoxymethyl)-5-(1-(2-amino-1-hydroxyl-2-ketoethyl)-2,4-diKeto-1,2,3,4-tetrahydropyrimidin-5-yl)tetrahydrofuran-3,4-diacetate